4-(1-amino-2-methoxyethyl)-4-methylpiperidine-1-carboxylic acid tert-butyl ester C(C)(C)(C)OC(=O)N1CCC(CC1)(C)C(COC)N